prop-2-en-1-yl (2S)-2-[1-(tert-butoxycarbonyl)azetidin-3-yl]morpholine-4-carboxylate C(C)(C)(C)OC(=O)N1CC(C1)[C@H]1CN(CCO1)C(=O)OCC=C